6-[(2S)-2-amino-4-(difluoromethoxy)butyl]-7-methyl-N-[(thiophen-2-yl)methyl]thieno[3,2-c]pyridazin-4-amine N[C@H](CC1=C(C=2N=NC=C(C2S1)NCC=1SC=CC1)C)CCOC(F)F